1-morpholino-cyclopropane-1-carboxylic acid hydrochloride Cl.O1CCN(CC1)C1(CC1)C(=O)O